4,6-di-tert-butyl-1,2,3-benzenetriol C(C)(C)(C)C1=C(C(=C(C(=C1)C(C)(C)C)O)O)O